FC1=C(C=C(C(=C1[C@H](CC(=O)O)NC([C@H](CC(C)C)N1C(N=C(C(=C1)CCN1CC(C1)F)C(C)C)=O)=O)F)C)C1=C(C=C(C=C1C)C)C (S)-3-(2,4-difluoro-2',4',5,6'-tetramethyl-[1,1'-biphenyl]-3-yl)-3-((S)-2-(5-(2-(3-fluoroazetidin-1-yl)ethyl)-4-isopropyl-2-oxopyrimidin-1(2H)-yl)-4-methylpentanamido)propionic acid